[O+2].C(N)([O-])=O.C(N)([O-])=O carbamate oxygen